ClC1=CC=C2C(=CNC2=C1F)S(=O)(=O)NC1=NC(=C(C(=N1)OC)CC(F)F)OC 6-chloro-N-[5-(2,2-difluoroethyl)-4,6-dimethoxy-pyrimidin-2-yl]-7-fluoro-1H-indole-3-sulfonic acid amide